ClC=1C(=C2CNCC2=CC1)F 5-chloro-4-fluoroisoindoline